C(CCCCCCCCCCCCCCCCCCCCCCCCCCCCC)NC(O)=O n-triacontyl-carbamic acid